N-(3-((3-(5-isopropoxypyridin-2-yl)-1,2,4-thiadiazol-5-yl)amino)pyrazin-2-yl)-N-methylacetamide C(C)(C)OC=1C=CC(=NC1)C1=NSC(=N1)NC=1C(=NC=CN1)N(C(C)=O)C